FC1=C(C(=CC(=C1)C=1C(=NC=CC1)O)F)C(CCCC(=O)O)C 5-[2,6-difluoro-4-(2-hydroxy-3-pyridinyl)phenyl]Hexanoic acid